C(CC[C@@H](C)[C@H]1CC[C@H]2[C@@H]3CCC4CCCC[C@]4(C)[C@H]3CC[C@]12C)(=O)[O-] cholan-24-oat